ClC1=C(C=C(C=C1N1CCNCC1)C#N)NC1=NC=2N(C(=N1)N[C@@H]1[C@H](C1)C)N=CC2C#N 2-((2-chloro-5-cyano-3-(piperazin-1-yl)phenyl)amino)-4-(((1S,2S)-2-methylcyclopropyl)amino)pyrazolo[1,5-a][1,3,5]triazine-8-carbonitrile